ClC=1C=C(N(N1)CC)[N+](=O)[O-] 5-chloro-2-ethyl-3-nitropyrazole